(S)-4-(2-(4-chloro-2-fluorophenyl)-2-methylbenzo[d][1,3]dioxolan-4-yl)-5,6-dihydropyridine-1(2H)-carboxylic acid tert-butyl ester C(C)(C)(C)OC(=O)N1CC=C(CC1)C1=CC=CC=2O[C@](OC21)(C)C2=C(C=C(C=C2)Cl)F